(8'R)-4,4'-dichloro-8'-fluoro-2'-(methylthio)-2,3,5',8'-tetrahydro-6'H-spiro[indene-1,7'-quinazoline] ClC1=C2CCC3(CCC=4C(=NC(=NC4[C@@H]3F)SC)Cl)C2=CC=C1